CON(C([C@H](C)NC(OC(C)(C)C)=O)=O)C (S)-tert-Butyl 1-(methoxy(methyl)amino)-1-oxopropan-2-ylcarbamate